5-ethynyl-8-(4-methoxyphenyl)-2-((2-methoxyphenyl)amino)pyrido[2,3-d]pyrimidin-7(8H)-one C(#C)C1=CC(N(C=2N=C(N=CC21)NC2=C(C=CC=C2)OC)C2=CC=C(C=C2)OC)=O